The molecule is a monocarboxylic acid anion that is the conjugate base of 13-[(9Z)-octadecenoyloxy]octadecanoic acid, obtained by deprotonation of the carboxy group; major species at pH 7.3. It is a conjugate base of a 13-[(9Z)-octadecenoyloxy]octadecanoic acid. CCCCCCCC/C=C\\CCCCCCCC(=O)OC(CCCCC)CCCCCCCCCCCC(=O)[O-]